3-(2,4-dioxo-1,3-diazinan-1-yl)-1-benzofuran-6-carboxylic acid O=C1N(CCC(N1)=O)C1=COC2=C1C=CC(=C2)C(=O)O